N1N=CC2=CC=CC(=C12)CNC(\C=C\C1=CC=C(C=C1)Cl)=O (E)-N-[(1H-indazol-7-yl)methyl]-3-(4-chlorophenyl)acrylamide